C(C)(C)N1N=C(C=C1[Sn](CCCC)(CCCC)CCCC)C(F)(F)F 1-isopropyl-5-(tributylstannyl)-3-(trifluoromethyl)-1H-pyrazole